C(C1=CC=CC=C1)(=O)NC1=C(C(=O)NC=2SC(=CN2)[N+](=O)[O-])C=CC=C1 2-Benzamido-N-(5-nitrothiazol-2-yl)benzamide